NC1=NC=2C=CC(=CC2C2=C1C=NN2C)C(=O)N([C@@H]2COC1=C2C=CC(=C1)C1=CC=NC=C1)C 4-amino-N,1-dimethyl-N-((3S)-6-(4-pyridinyl)-2,3-dihydro-1-benzofuran-3-yl)-1H-pyrazolo[4,3-c]quinoline-8-carboxamide